O1CCN(CC1)C1=CC=C(C=C1)NC1=NC=CC(=N1)C1=CC=C(C=C1)C(=O)N1[C@H](CCC1)C(F)(F)F (R)-(4-(2-((4-Morpholinophenyl)amino)pyrimidin-4-yl)phenyl)(2-(trifluoromethyl)pyrrolidin-1-yl)methanone